NC=1SC2=C(N1)C(=CC(=C2)C2=NNC(CC2C)=O)F 3-(2-amino-4-fluoro-1,3-benzothiazol-6-yl)-4-methyl-4,5-dihydro-1H-pyridazin-6-one